N1N=C(C=C1)CCCNC=1C2=C(N=C(N1)OCC13CCCN3CCC1)C(=C(N=C2)C2=CC=CC1=CC=CC(=C21)F)F N-(3-(1H-pyrazol-3-yl)propyl)-8-fluoro-7-(8-fluoronaphthalen-1-yl)-2-((hexahydro-1H-pyrrolizin-7a-yl)methoxy)pyrido[4,3-d]pyrimidine-4-amine